C1=C(C=CC2=CC=CC=C12)C(=O)N[C@@H](C(=O)N1[C@@H](C[C@@H](C1)N1N=NC=C1C(C)(C)O)C(=O)NC1(CCOCC1)B(O)O)CC1CCCCC1 (4-((2S,4S)-1-((R)-2-(2-naphthoylamino)-3-cyclohexylpropionyl)-4-(5-(2-hydroxypropan-2-yl)-1H-1,2,3-triazol-1-yl)pyrrolidine-2-carboxamido)tetrahydro-2H-pyran-4-yl)boronic acid